1-(benzenesulfonyl)-6,7-dichloro-3-(1-tetrahydropyran-2-ylpyrazol-4-yl)indole C1(=CC=CC=C1)S(=O)(=O)N1C=C(C2=CC=C(C(=C12)Cl)Cl)C=1C=NN(C1)C1OCCCC1